(S)-2-((3-chloro-2-((2-fluoro-4-methoxybenzyl)oxy)-5,8-dihydro-1,7-naphthyridin-7(6H)-yl)methyl)-1-(oxetan-2-ylmethyl)-1H-benzo[d]imidazole-6-carboxylic acid ClC=1C(=NC=2CN(CCC2C1)CC1=NC2=C(N1C[C@H]1OCC1)C=C(C=C2)C(=O)O)OCC2=C(C=C(C=C2)OC)F